2,6-di-t-amylphenol C(C)(C)(CC)C1=C(C(=CC=C1)C(C)(C)CC)O